(5R)-5-[[(3R,4R)-4-[4-Chloro-2-(5-fluoro-2-pyridyl)-1H-imidazol-5-yl]-3-methyl-1-piperidyl]sulfonylmethyl]imidazolidine-2,4-dione ClC=1N=C(NC1[C@H]1[C@H](CN(CC1)S(=O)(=O)C[C@H]1C(NC(N1)=O)=O)C)C1=NC=C(C=C1)F